CS(=O)(=O)NC1=C(C(=O)OCC2=CC=CC=C2)C=CC=C1 benzyl 2-(methyl sulfonamido)benzoate